1-cyclopropyl-4-(methylsulfonyl)piperazine C1(CC1)N1CCN(CC1)S(=O)(=O)C